CC1=CC=C(C=C1)S(=O)(=O)[O-].C1=CC=CC=2C3=CC=CC=C3C(C12)COC(=O)N[C@@H](C[NH2+]CC(=O)OCCI)COCCOCCOC(C)(C)C (S)-2-((((9H-fluoren-9-yl)methoxy)carbonyl)amino)-3-(2-(2-(tert-butoxy)ethoxy)ethoxy)-N-(2-(2-iodoethoxy)-2-oxoethyl)propan-1-aminium 4-methylbenzenesulfonate